rel-(R)-N-Methyl-1-(5-(thiazol-5-yl)isochroman-1-yl)methanamine hydrochloride salt Cl.CNC[C@@H]1OCCC2=C(C=CC=C12)C1=CN=CS1 |o1:4|